C12N(CC(CC1)(C2)C(=O)OC)C(=O)OC(C)(C)C O2-tert-Butyl O4-Methyl 2-azabicyclo[2.2.1]heptane-2,4-dicarboxylate